3-FURAN-3-YL-PROPIONALDEHYDE O1C=C(C=C1)CCC=O